N-(2-bromoethyl)-2-(3,4-dihydroxyphenyl)acetamide Methyl-4-bromo-2-(4,4-dimethyl-1,4-azasilinan-1-yl)benzoate COC(C1=C(C=C(C=C1)Br)N1CC[Si](CC1)(C)C)=O.BrCCNC(CC1=CC(=C(C=C1)O)O)=O